C1=CC=C(C=C1)C(N)O aminobenzyl alcohol